1-(6-amino-4-meth-ylpyridin-3-yl)-6-chloro-7-(ethyl(2-methoxyethyl)-amino)-4-oxo-1,4-dihydroquinoline-3-carboxylic acid NC1=CC(=C(C=N1)N1C=C(C(C2=CC(=C(C=C12)N(CCOC)CC)Cl)=O)C(=O)O)C